(3-(1-Fluorocyclopropyl)propoxy)-4-(1-(methyl-d3)-1,2,5,6-tetrahydropyridin-3-yl)-1,2,5-thiadiazole FC1(CC1)CCCOC1=NSN=C1C=1CN(CCC1)C([2H])([2H])[2H]